7-bromo-3-chloro-2-methylbenzo[4,5]thieno[2,3-b]pyridin-4(1H)-one BrC1=CC2=C(C3=C(NC(=C(C3=O)Cl)C)S2)C=C1